N-((S)-1-(but-2-ynoyl) pyrrolidine-3-carbonyl)-N-methyl-L-valinate C(C#CC)(=O)N1C[C@H](CC1)C(=O)N([C@@H](C(C)C)C(=O)[O-])C